tert-butyl (R)-2-(((4-(6-(4-(3-chloropicolinamido)-4-methylpiperidin-1-yl)pyridin-3-yl)-3-cyanopyrazolo[1,5-a]pyridin-6-yl)oxy)methyl)morpholine-4-carboxylate ClC=1C(=NC=CC1)C(=O)NC1(CCN(CC1)C1=CC=C(C=N1)C=1C=2N(C=C(C1)OC[C@H]1CN(CCO1)C(=O)OC(C)(C)C)N=CC2C#N)C